methyl rac-(2S,3R,4R,5S)-3-(3-(difluoromethyl)-4-fluoro-2-methoxyphenyl)-4,5-dimethyl-5-(trifluoromethyl)tetrahydrofuran-2-carboxylate FC(C=1C(=C(C=CC1F)[C@@H]1[C@H](O[C@@]([C@@H]1C)(C(F)(F)F)C)C(=O)OC)OC)F |r|